Cl.Cl.NCCCCN putrescine-2HCl